O=C1C2=CC(=CC=C2CC12CCOCC2)CC(=O)O 2-(1-oxo-1,2',3,3',5',6'-hexahydrospiro[indene-2,4'-pyran]-6-yl)acetic acid